COC1=CN=C(C=2NC3=C(C=CC=C3C21)OC)C=C 4,8-dimethoxy-1-vinyl-9H-pyrido[3,4-b]indole